diphenylsulfonyl-hydrazine 2-Iodobenzenediacetate IC1(C(C=CC=C1)CC(=O)O)CC(=O)O.C1(=CC=CC=C1)S(=O)(=O)NNS(=O)(=O)C1=CC=CC=C1